3-(3-aminobenzyl)-8-methoxy-5-methyl-3,5-dihydro-4H-pyridazino[4,5-b]indol-4-one NC=1C=C(CN2N=CC3=C(N(C=4C=CC(=CC34)OC)C)C2=O)C=CC1